N-((R)-1-hydroxypropan-2-yl)-1-(((S)-3-methyl-6-(4,4,4-trifluorobutoxy)-3,4-dihydronaphthalen-2-yl)methyl)azetidine-3-carboxamide OC[C@@H](C)NC(=O)C1CN(C1)CC1=CC2=CC=C(C=C2C[C@@H]1C)OCCCC(F)(F)F